C1(CCC1)CN1C2=C(OCC1=O)C(=CC(=C2)C(=O)N[C@H](C)C=2C=NC(=NC2)C(F)(F)F)C=2SC(=CN2)C (R)-4-(cyclobutylmethyl)-8-(5-methylthiazol-2-yl)-3-oxo-N-(1-(2-(trifluoromethyl)pyrimidin-5-yl)ethyl)-3,4-dihydro-2H-benzo[b][1,4]oxazine-6-carboxamide